Chloro-2-(difluoromethyl)-5-[[2-[3-(6-fluoro-[1,2,4]triazolo[4,3-a]pyridin-7-yl)propyl]-2-azaspiro[3.3]heptan-6-yl]oxy]isoquinolin-1-one ClC=1N(C(C2=CC=CC(=C2C1)OC1CC2(CN(C2)CCCC2=CC=3N(C=C2F)C=NN3)C1)=O)C(F)F